CC1=NOC(=C1)C1=CC=C(S1)S(=O)(=O)N1CCN(CC1)C[C@H](C)NC=1C2=C(N=CN1)C(=CS2)C=2C=NC=CC2 N-[(2S)-1-(4-{[5-(3-methyl-1,2-oxazol-5-yl)thiophen-2-yl]sulfonyl}piperazin-1-yl)propan-2-yl]-7-(pyridin-3-yl)thieno[3,2-d]pyrimidin-4-amine